N-[(1S)-1-[[(2-chloro-2-fluoro-acetyl)-[(2-oxopyrrolidin-3-yl)methyl]amino]carbamoyl]-3-methyl-butyl]-5-methyl-isoxazole-3-carboxamide ClC(C(=O)N(CC1C(NCC1)=O)NC(=O)[C@H](CC(C)C)NC(=O)C1=NOC(=C1)C)F